phenoxyantimony O(C1=CC=CC=C1)[Sb]